1,9-dimethyl-9H-pyrido[3,4-b]Indole-3-formaldehyde CC1=NC(=CC2=C1N(C1=CC=CC=C21)C)C=O